[Si](C)(C)(C(C)(C)C)OCCN1N=C(C(=C1CN(CC(C(F)F)O)C)I)OC(C)C 3-[[2-[2-[tert-butyl(dimethyl)silyl]oxyethyl]-4-iodo-5-isopropoxy-pyrazol-3-yl]methyl-methyl-amino]-1,1-difluoro-propan-2-ol